bis[2-(methacryloyloxy) ethyl]phosphate C(C(=C)C)(=O)OCCOP(=O)(OCCOC(C(=C)C)=O)[O-]